N-((4-(6-(6-(Difluoromethyl)imidazo[1,2-b]pyridazin-3-yl)pyrimidin-4-yl)-6,6-dimethylpiperazin-2-yl)methyl)methanesulfonamide FC(C=1C=CC=2N(N1)C(=CN2)C2=CC(=NC=N2)N2CC(NC(C2)(C)C)CNS(=O)(=O)C)F